2-oxa-6-azaspiro[3.5]nonane oxalic acid salt C(C(=O)O)(=O)O.C1OCC12CNCCC2